C(N)(=O)C1=C(N=C(N=N1)N1C[C@@H](CCC1)N1C(N(CC1)C)=O)NC1=CC(=C(C=C1)N1CCN(CC1)C(=O)OC(C)(C)C)F (R)-tert-butyl 4-(4-((6-carbamoyl-3-(3-(3-methyl-2-oxoimidazolin-1-yl)piperidin-1-yl)-1,2,4-triazin-5-yl)amino)-2-fluorophenyl)piperazin-1-carboxylate